[(4S)-4-(1,3-benzothiazol-2-yl)-4-deuterio-6,7-dihydro-1H-imidazo[4,5-c]pyridin-5-yl]-(4-methyloxazol-5-yl)methanone S1C(=NC2=C1C=CC=C2)[C@]2(N(CCC1=C2N=CN1)C(=O)C1=C(N=CO1)C)[2H]